tert-butyl 2-((1-(3-(4,4-dimethylpiperidin-1-yl)-2-ethyl-7-methyl-1-oxo-1,2-dihydroisoquinolin-5-yl)ethyl)amino)benzoate CC1(CCN(CC1)C=1N(C(C2=CC(=CC(=C2C1)C(C)NC1=C(C(=O)OC(C)(C)C)C=CC=C1)C)=O)CC)C